C(CCCCCCCCCCCCCCCCCCCCCCCC)O[C@H](CO)COP(=O)(O)OCCN 2-pentacosanyl-sn-glycero-3-phosphoethanolamine